C(C)(C)(C)OC(=O)N1C(=NC2=C1C=C(C(=C2)F)F)CN2C(C(=CC=C2)NC([C@H](CC\C=C\C(=O)N(C)C)NC(=O)OC)=O)=O tert-Butyl-(S,E)-2-((3-(7-(dimethylamino)-2-((methoxycarbonyl)amino)-7-oxohept-5-enamido)-2-oxopyridin-1(2H)-yl)methyl)-5,6-difluoro-1H-benzo[d]imidazol-1-carboxylat